OC1C(OC(C1O)CC(CCCCCCC)O)(OC1OC(C(C(C1O)O)O)CO)CO 2-[3,4-dihydroxy-2-hydroxymethyl-5-(2-hydroxy-nonyl)tetrahydro-furan-2-yloxy]-6-hydroxymethyl-tetrahydropyran-3,4,5-triol